2-acryloyl-2-methylpropanesulfonic acid sodium [Na].C(C=C)(=O)C(CS(=O)(=O)O)(C)C